NC=1C2=C(N=CN1)NC(=C2C=2C=NC1=CC=CC=C1C2)Br 4-amino-6-bromo-5-(quinolin-3-yl)-7H-pyrrolo[2,3-d]pyrimidine